(3R)-N-[4-methyl-3-[7-methyl-2-(methylamino)pyrido[2,3-d]pyrimidin-6-yl]phenyl]-3-[(trifluoromethyl)sulfanyl]pyrrolidine-1-carboxamide CC1=C(C=C(C=C1)NC(=O)N1C[C@@H](CC1)SC(F)(F)F)C1=CC2=C(N=C(N=C2)NC)N=C1C